FC1=C(C=C(C=C1)N(C(=O)C=1N=CC=2N(C1)C(=C(N2)C)C=2C=CC(=NC2)NC(OC)=O)C)OC methyl N-[5-[6-[(4-fluoro-3-methoxy-phenyl)-methyl-carbamoyl]-2-methyl-imidazo[1,2-a]pyrazin-3-yl]-2-pyridyl]carbamate